6-chloro-N-[5-(difluoromethoxy)-4,6-dimethoxy-pyrimidin-2-yl]-7-(3-fluoropyrazol-1-yl)-1H-indole-3-sulfonamide ClC1=CC=C2C(=CNC2=C1N1N=C(C=C1)F)S(=O)(=O)NC1=NC(=C(C(=N1)OC)OC(F)F)OC